The molecule is a glycosylglucose derivative that consists of beta-D-glucose having a 6-sulfated beta-D-galactosyl residue attached at position 4. It has a role as an epitope. It is a glycosylglucose derivative and an oligosaccharide sulfate. C([C@@H]1[C@H]([C@@H]([C@H]([C@@H](O1)O)O)O)O[C@H]2[C@@H]([C@H]([C@H]([C@H](O2)COS(=O)(=O)O)O)O)O)O